O.[Na+].[Si]([O-])([O-])([O-])[O-].[Ca+2].[Al+3] aluminum calcium silicate sodium salt hydrate